C(C)S(=O)(=O)NC1=C(C=C(C=C1)C1=NNC(=C1C(=O)N)NC1=NC=C(N=C1)C)OCC1=CC=C(C=C1)F 3-(4-(ethylsulfonamido)-3-((4-fluorobenzyl)oxy)phenyl)-5-((5-methylpyrazin-2-yl)amino)-1H-pyrazole-4-carboxamide